Methyl Hexadecanoate Chloride [Cl-].C(CCCCCCCCCCCCCCC)(=O)OC